2-[3,5-bis-(difluoromethyl)-1H-pyrazol-1-yl]-1-[4-(4-{5-[2-fluoro-6-(prop-2-yn-1-yl-oxy)phenyl]-4,5-dihydro-1,2-oxazol-3-yl}-1,3-thiazol-2-yl)piperidin-1-yl]-ethanone FC(C1=NN(C(=C1)C(F)F)CC(=O)N1CCC(CC1)C=1SC=C(N1)C1=NOC(C1)C1=C(C=CC=C1OCC#C)F)F